fluoromethyl butyl ether C(CCC)OCF